dioxo-piperidine-1-carboxylate O=C1C(N(CCC1)C(=O)[O-])=O